4-(trifluoromethoxy)-1H-indole-2-carboxamide FC(OC1=C2C=C(NC2=CC=C1)C(=O)N)(F)F